3-phenyl-6-(2-naphthyl)pyridazine C1(=CC=CC=C1)C=1N=NC(=CC1)C1=CC2=CC=CC=C2C=C1